ClC1=NC2=C(N1CC1=NC=C(C=N1)F)C=C(C=C2C#N)F 2-chloro-6-fluoro-1-((5-fluoropyrimidin-2-yl)methyl)-1H-benzo[d]imidazole-4-carbonitrile